(R)-5-(4'-chloro-2'-methoxy-3,4,5,6-tetrahydro-2H-[1,3']bipyridinyl-4-yl)-7-(2-cyclopropyl-benzyl)-2,4-dimethyl-2,4,5,7-tetrahydro-pyrazolo[3,4-d]pyrimidin-6-one ClC1=C(C(=NC=C1)OC)N1CCC(CC1)N1C(N(C=2C([C@H]1C)=CN(N2)C)CC2=C(C=CC=C2)C2CC2)=O